10,10-dimethyl-1,8-diazatetracyclo[7.7.0.02,7.011,16]hexadeca-2,4,6,8,11(16),12,14-heptaene CC1(C2=NC3=CC=CC=C3N2C=2C=CC=CC12)C